(3S,7S)-12-(benzyloxy)N-(2,4-difluorobenzyl)-3-methyl-6-methylene-1,11-dioxo-1,6,7,11-tetrahydro-3H-2,7-methanopyrido[1,2-a][1,4]diazonine-10-carboxamide C(C1=CC=CC=C1)OC=1C(C(=CN2C1C(N1[C@H](C=CC([C@H]2C1)=C)C)=O)C(=O)NCC1=C(C=C(C=C1)F)F)=O